2-(4-cyclopropyl-6-methoxy-pyrimidin-5-yl)-4-[[4-[1-methyl-4-(trifluoromethyl)imidazol-2-yl]phenyl]methoxy]-5-phenyl-pyrimidine C1(CC1)C1=NC=NC(=C1C1=NC=C(C(=N1)OCC1=CC=C(C=C1)C=1N(C=C(N1)C(F)(F)F)C)C1=CC=CC=C1)OC